C(C)C=1C(=NN(C1C=1C=C(C=2N(C1)N=CN2)C)COCC[Si](C)(C)C)C(=O)NC2CCN(CC2)C(=O)OC(C)(C)C tert-butyl 4-(4-ethyl-5-(8-methyl-[1,2,4]triazolo[1,5-a]pyridin-6-yl)-1-((2-(trimethylsilyl)ethoxy)methyl)-1H-pyrazole-3-carboxamido)piperidine-1-carboxylate